C(CCC)N(CCCC)CCCC.OC(CS(=O)(=O)O)C 2-hydroxypropanesulfonic acid tributylamine salt